COC(CC1=C(C=CC=C1)C1=CCCN(C1)C(=O)OC(C)(C)C)=O tert-butyl 5-[2-(2-methoxy-2-oxoethyl)phenyl]-3,6-dihydro-2H-pyridine-1-carboxylate